[Si](C)(C)(C(C)(C)C)OCCN1CCCC=2C1=C(N=NC2Cl)Cl 1-(2-{[tert-butyl(dimethyl)silyl]oxy}ethyl)-5,8-dichloro-1,2,3,4-tetrahydropyrido[2,3-d]pyridazine